C(C)(C)(C)C1=C(C(=CC(=C1)C1OCC(CO1)CCC)C(C)(C)C)O 2,6-ditert-butyl-4-(5-propyl-1,3-dioxan-2-yl)phenol